6-(1-(3-Chloropyridin-2-yl)-3-(2,2,2-trifluoroethoxy)-1H-pyrazol-5-carboxamido)-N-isopropoxy-5-methylpyrazolo[1,5-a]pyridin-7-carboxamid ClC=1C(=NC=CC1)N1N=C(C=C1C(=O)NC=1C(=CC=2N(C1C(=O)NOC(C)C)N=CC2)C)OCC(F)(F)F